N1N=CC2=CC(=CC=C12)C#CC1=NC(=NC=C1)C1=NC(=NC=C1)NCC1=NC=CC=N1 4-((1H-indazol-5-yl)ethynyl)-N-(pyrimidin-2-ylmethyl)-[2,4'-bipyrimidin]-2'-amine